OCCCC1(C2=CC=CC=C2C=2C=CC(=C(C12)C1=CC=CC2=CC=CC=C12)C1=CC=CC2=CC=CC=C12)CCCO 9,9-bis(3-hydroxypropyl)-bis(1-naphthyl)fluorene